N-[[(2S,5S)-2-[3-(4-chlorophenyl)phenyl]-3-oxo-1,4-oxazepan-5-yl]methyl]-1-methyl-imidazole-2-carboxamide ClC1=CC=C(C=C1)C=1C=C(C=CC1)[C@@H]1OCC[C@H](NC1=O)CNC(=O)C=1N(C=CN1)C